(S)-2-((2R,4R)-4-(m-tolyl)pyrrolidine-2-carboxamido)propanamide C1(=CC(=CC=C1)[C@H]1C[C@@H](NC1)C(=O)N[C@H](C(=O)N)C)C